C(CCCCCCCCCCC)OCC(CC(CN([O-])CCO)O)O 3-Dodecoxy-2-hydroxypropyldi-(2-hydroxyethyl)aminoxid